NCCC=C[Si](C)(C)C 1-Amino-4-trimethylsilylbut-3-ene